CC1=C(OC2=C(C=C(C=C2C1=O)C)[C@@H](C)NC1=C(C(=O)O)C=CC=C1)C1=CC(=NC=C1)N1CCOCC1 (R)-2-((1-(3,6-dimethyl-2-(2-morpholinopyridin-4-yl)-4-oxo-4H-chromen-8-yl)ethyl)amino)benzoic acid